N-((1S)-1-cyclohexyl-2-((2-(4-methyl-2-oxoimidazolidin-1-yl)-2-(methylcarbamoyl)-2,3-dihydro-1H-inden-5-yl)amino)-2-oxoethyl)-1-methyl-1H-pyrazole-5-carboxamide C1(CCCCC1)[C@@H](C(=O)NC=1C=C2CC(CC2=CC1)(C(NC)=O)N1C(NC(C1)C)=O)NC(=O)C1=CC=NN1C